CC(CN1C(O[C@]2(C1)C[C@H](CCC2)CN2C=NC1=C2C=C(C=C1)C#N)=O)(C)C1=NC(=NO1)C(C)OC 1-{[(5S,7S)-3-(2-methyl-2-{3-[1-(methyloxy)ethyl]-1,2,4-oxadiazol-5-yl}propyl)-2-oxo-1-oxa-3-azaspiro[4.5]dec-7-yl]methyl}-1H-benzimidazole-6-carbonitrile